2-(dimethylamino)-N-(2-(4-(4-isopropyl-5-(8-methyl-[1,2,4]triazolo[1,5-a]pyridin-6-yl)-1H-pyrazol-3-yl)phenyl)propan-2-yl)acetamide CN(CC(=O)NC(C)(C)C1=CC=C(C=C1)C1=NNC(=C1C(C)C)C=1C=C(C=2N(C1)N=CN2)C)C